N-methyl-3,4-dihydro-2H-thieno[2,3-b]pyran-3-amine hydrochloride Cl.CNC1CC2=C(OC1)SC=C2